FC1(CCN(CC1)C)C1=NN=C(O1)[C@@]12CNC[C@]2(C1)C(F)(F)F (1S,5R)-1-(5-(4-Fluoro-1-methylpiperidin-4-yl)-1,3,4-oxadiazol-2-yl)-5-(trifluoromethyl)-3-azabicyclo[3.1.0]hexane